NC[C@H]1C(N[C@H](C(N[C@@H](CN([C@H](C(N([C@H](C(N[C@H](C(N1)=O)C1CCCCC1)=O)CCC)C)=O)CCCC)CCCC)C)=O)CNCCCN)=O (3S,6S,9S,12S,15S,18R)-6-(aminomethyl)-3-(((3-aminopropyl)amino)methyl)-15,16-dibutyl-9-cyclohexyl-13,18-dimethyl-12-propyl-1,4,7,10,13,16-hexaazacyclooctadecane-2,5,8,11,14-pentaone